C(C)N(C(OC(C)(C)C)=O)C1CCN(CC1)C=1C2=CN(N=C2C(=CC1)C(NC=1N=C(C=2N(C1)C=C(N2)C)OC)=O)C tert-butyl N-ethyl-N-[1-[7-[(8-methoxy-2-methyl-imidazo[1,2-a]pyrazin-6-yl)carbamoyl]-2-methyl-indazol-4-yl]-4-piperidyl]carbamate